2-(4-isopropyl-5-(8-methoxy-[1,2,4]triazolo[1,5-a]pyridin-6-yl)-1H-pyrazol-3-yl)-5-((1S,4S)-5-isopropyl-2,5-diazabicyclo[2.2.1]heptan-2-yl)thiazole C(C)(C)C=1C(=NNC1C=1C=C(C=2N(C1)N=CN2)OC)C=2SC(=CN2)N2[C@@H]1CN([C@H](C2)C1)C(C)C